2-(1-(fluoromethyl)-2-oxabicyclo[2.1.1]hexan-4-yl)-6-isopropoxy-2H-indazole-5-carboxylic acid FCC12OCC(C1)(C2)N2N=C1C=C(C(=CC1=C2)C(=O)O)OC(C)C